N-(2,2-dichloroacetyl)-N-(2,6-dichlorophenyl)aniline ClC(C(=O)N(C1=CC=CC=C1)C1=C(C=CC=C1Cl)Cl)Cl